tert-butyl (2-(((2S,5R)-5-((tert-butoxycarbonyl)amino)hexan-2-yl)oxy)pyridin-4-yl)(1-(tert-butyl)-3-((1S,3R)-3-(((4-nitrophenoxy)carbonyl)oxy)cyclopentyl)-1H-pyrazol-5-yl)carbamate C(C)(C)(C)OC(=O)N[C@@H](CC[C@H](C)OC1=NC=CC(=C1)N(C(OC(C)(C)C)=O)C1=CC(=NN1C(C)(C)C)[C@@H]1C[C@@H](CC1)OC(=O)OC1=CC=C(C=C1)[N+](=O)[O-])C